(2S)-4,4-difluoro-2-((((2S,5R)-6-hydroxy-3-methyl-7-oxo-1,6-diazabicyclo[3.2.1]oct-3-ene-2-carboxamido)oxy)methyl)pyrrolidine-1-carboxylic acid tert-butyl ester C(C)(C)(C)OC(=O)N1[C@@H](CC(C1)(F)F)CONC(=O)[C@H]1N2C(N([C@H](C=C1C)C2)O)=O